NC1=NN2C(N=CC=C2)=C1C(=O)NC(C)C1=CC(=C2C=NN(C2=C1C1=CC=CC=C1)CCN)Cl 2-amino-N-(1-(1-(2-aminoethyl)-4-chloro-7-phenyl-1H-indazol-6-yl)ethyl)pyrazolo[1,5-a]pyrimidine-3-carboxamide